OC1=C(C=C(C(=C1)O)C1=CC(=CC=C1)C(C)C)C1=C(C(=NO1)C(=O)NCC)C1=CC=C(C=C1)CN1CCN(CC1)C 5-(4,6-dihydroxy-3'-isopropyl-[1,1'-biphenyl]-3-yl)-N-ethyl-4-(4-((4-methylpiperazin-1-yl)methyl)phenyl)isoxazole-3-carboxamide